(S)-5-fluoro-4-((1-hydroxy-3-(octadecyloxy)propan-2-yl)oxy)-2-methylbenzonitrile FC=1C(=CC(=C(C#N)C1)C)O[C@@H](CO)COCCCCCCCCCCCCCCCCCC